1,6-naphthyridin-3-carbonitrile N1=CC(=CC2=CN=CC=C12)C#N